(5-chloro-3-hydroxy-octahydro-1-benzofuran-7-yl)[(2,4-difluoro-3-{5-fluoro-2-[(1-methylpiperidin-4-yl)amino]-decahydroquinazolin-6-yl}cyclohexyl)amino]-lambda4-sulfanediol ClC1CC(C2C(C(CO2)O)C1)S(O)(O)NC1C(C(C(CC1)F)C1C(C2CNC(NC2CC1)NC1CCN(CC1)C)F)F